C1(=CC=CC=C1)OC(=O)N1C[C@@H](CC=C1)C1=CC=CC2=CC=CC=C12 Phenyl-(S)-3-(naphthalen-1-yl)-3,4-dihydropyridine-1(2H)-carboxylate